C(CCCCC)C(C(=O)O)(CCCCCC)C 2-hexyl-2-methyl-octanoic acid